di-tert-butyl-(n-hexyl)phosphonium C(C)(C)(C)[PH+](CCCCCC)C(C)(C)C